tert-butyl (2S)-2-(2-aminoethyl)pyrrolidine-1-carboxylate NCC[C@H]1N(CCC1)C(=O)OC(C)(C)C